C(C)C(C(=O)O)CCCC.C(C)C(C(=O)O)CCCC.C(C)C(C(=O)O)CCCC.C(O)C(CC)(CO)CO trimethylolpropane tri(ethyl hexanoate)